3-(2-(4-fluorophenyl)allyl)isonicotinic acid FC1=CC=C(C=C1)C(CC1=C(C(=O)O)C=CN=C1)=C